ClC1=C(C=C(C=2C3=C(NC12)CCNC([C@H]3C)=O)OCC)Cl (S)-7,8-Dichloro-10-ethoxy-1-methyl-3,4,5,6-tetrahydroazepino[4,5-b]indol-2(1H)-one